1-(4-(2-fluoro-4-nitrobenzyl)piperazin-1-yl)ethanone FC1=C(CN2CCN(CC2)C(C)=O)C=CC(=C1)[N+](=O)[O-]